N1C=NC=C1C1=NC2=C(N1C1=CC3=C(NC(N3)=O)C=C1)C=CC(=C2)C(=O)NC 2-(1H-imidazol-5-yl)-N-methyl-1-(2-oxo-1,3-dihydrobenzimidazol-5-yl)benzimidazole-5-carboxamide